3-(5-(5-methyl-2-oxo-3-phenylimidazolidin-1-yl)-1-oxoisoindolin-2-yl)-1-((2-(trimethylsilyl)ethoxy)methyl)piperidine-2,6-dione CC1CN(C(N1C=1C=C2CN(C(C2=CC1)=O)C1C(N(C(CC1)=O)COCC[Si](C)(C)C)=O)=O)C1=CC=CC=C1